C1(=CC=CC=C1)[Sn](CC)(CC)C1=CC=CC=C1 diphenyl-diethyl-tin